aminon-decanoic acid NC(C(=O)O)CCCCCCCC